C1(=CC=CC2=CC=CC=C12)C([C@@H]([C@@H]1C(=C(C(=O)O1)O)[O-])O)(O)C1=CC=CC2=CC=CC=C12 dinaphthyl-ascorbate